3-[5-(5-chloropyrimidin-2-yl)oxy-2-(trifluoromethyl)quinazolin-4-yl]propionitrile ClC=1C=NC(=NC1)OC1=C2C(=NC(=NC2=CC=C1)C(F)(F)F)CCC#N